1,8-dimethyl-9H-carbazol CC1=CC=CC=2C3=CC=CC(=C3NC12)C